1-(2,5-dichloropyrimidin-4-yl)-1,2,3,4-tetrahydroquinoline ClC1=NC=C(C(=N1)N1CCCC2=CC=CC=C12)Cl